1-(3-azidohept-6-ynoyl)pyrrolidin-2-one N(=[N+]=[N-])C(CC(=O)N1C(CCC1)=O)CCC#C